2-methoxy-12-oxo-6a,7,8,9,10,12-hexahydrobenzo[e]pyrido[1,2-a][1,4]diazepin COC1=CC2=C(N=CC3N(C2=O)CCCC3)C=C1